N1N=C(N=C1)N 1,2,4-triazolamine